(1S,3S)-3-((6-(4-fluoro-2-(hydroxymethyl)phenyl)-2-methylpyridin-3-yl)oxy)cyclohexane-1-carboxylic acid isopropyl ester C(C)(C)OC(=O)[C@@H]1C[C@H](CCC1)OC=1C(=NC(=CC1)C1=C(C=C(C=C1)F)CO)C